2,6-diazaspiro[3.4]octane-5-one hydrochloride Cl.C1NCC12C(NCC2)=O